F[B-](F)(F)F.C[S+]1C=2C=CC=CC2S(C2=CC=CC=C12)=O 5-Methyl-10-oxothianthrenium tetrafluoroborat